BrC1=C(N=C2C(=CC=NC2=C1)OC1=C(C=C(C=C1)NC(C1=CN=C(C(=C1O)C1=CC=C(C=C1)F)C)=O)F)C N-(4-((7-Bromo-6-methyl-1,5-naphthyridin-4-yl)oxy)-3-fluorophenyl)-5-(4-fluorophenyl)-4-hydroxy-6-methylnicotinamide